(+-)-2,4,6-trimethyl-2-indane-methanol C[C@]1(CC2=CC(=CC(=C2C1)C)C)CO |r|